8-(ethylamino)-7-((3'-methoxy-[1,1'-biphenyl]-4-yl)methyl)-1,3-dimethyl-3,7-dihydro-1H-purine-2,6-dione C(C)NC1=NC=2N(C(N(C(C2N1CC1=CC=C(C=C1)C1=CC(=CC=C1)OC)=O)C)=O)C